2-(4-Cyano-phenoxy)-2-(4-ethanesulfonyl-phenyl)-N-(7-isopropoxy-6-methoxy-benzothiazol-2-yl)-acetamide C(#N)C1=CC=C(OC(C(=O)NC=2SC3=C(N2)C=CC(=C3OC(C)C)OC)C3=CC=C(C=C3)S(=O)(=O)CC)C=C1